4'-cyclopropyl-N-((4-(1-isopropyl-4-(trifluoromethyl)-1H-imidazol-2-yl)cuban-1-yl)methyl)-5,6'-dimethoxy-[2,5'-bipyrimidin]-4-amine C1(CC1)C1=NC=NC(=C1C1=NC=C(C(=N1)NCC12C3C4C5(C3C1C5C24)C=2N(C=C(N2)C(F)(F)F)C(C)C)OC)OC